ClC1=C(C=C(C(=C1)F)C1=C(C(=C(C(=C1F)F)F)F)F)OC=1C(=NC=CC1)N 3-((4-chloro-2',3',4',5',6,6'-hexafluoro-[1,1'-biphenyl]-3-yl)oxy)pyridin-2-amine